4-methyl-4-[3-(propan-2-yl)-1,2,4-oxadiazol-5-yl]-N-{2-[4-(propan-2-yl)piperazine-1-yl]phenyl}piperidine-1-carboxamide hydrochloride Cl.CC1(CCN(CC1)C(=O)NC1=C(C=CC=C1)N1CCN(CC1)C(C)C)C1=NC(=NO1)C(C)C